C(CCCNC(=O)C1=CC(=NC(=C1)C=1N=NN(C1)C=1C(=C(C(=O)O)C=CC1)O)C=1N=NN(C1)C=1C(=C(C(=O)O)C=CC1)O)NC(=O)C1=CC(=NC(=C1)C=1N=NN(C1)C=1C(=C(C(=O)O)C=CC1)O)C=1N=NN(C1)C=1C(=C(C(=O)O)C=CC1)O ((((butane-1,4-diylbis(azanediyl))bis(carbonyl))bis(pyridine-4,2,6-triyl))tetrakis(1H-1,2,3-triazol-4,1-diyl))tetrakis(2-hydroxybenzoic acid)